(E)-N'-(2-chloro-3-hydroxybenzylidene)-4-hydroxy-2-(pyrazin-2-yl)pyrimidine-5-carbohydrazide ClC1=C(\C=N\NC(=O)C=2C(=NC(=NC2)C2=NC=CN=C2)O)C=CC=C1O